2,4-difluoro-1-methylbenzene FC1=C(C=CC(=C1)F)C